BrC=1C(N(C=C(N1)Br)C)=O 3,5-dibromo-1-methylpyrazin-2-one